COC1=CC(=NN1)NC=1N=C(C(=NC1)C#N)N[C@H](C)C=1N=NC=CC1 (R)-5-((5-methoxy-1H-pyrazol-3-yl)amino)-3-((1-(pyridazin-3-yl)ethyl)amino)pyrazine-2-carbonitrile